(2S,4S)-1-(tert-butoxycarbonyl)-4-(methylsulfonamido)pyrrolidine-2-carboxylic acid C(C)(C)(C)OC(=O)N1[C@@H](C[C@@H](C1)NS(=O)(=O)C)C(=O)O